NC1=CC=C(C=C1)CC1=C(C=C(N)C=C1)C 4-((4-aminophenyl)methyl)-3-methylaniline